ethyl (S)-2-(((9H-fluoren-9-yl) methoxy) carbonylamino)-3-aminopropionate hydrochloride Cl.C1=CC=CC=2C3=CC=CC=C3C(C12)COC(=O)N[C@H](C(=O)OCC)CN